CC=1C=C(SC1)C(=O)C1[C@H]2CN(C[C@@H]12)C(=O)OC(C)(C)C tert-butyl (1R,5S,6r)-6-[(4-methyl-2-thienyl) carbonyl]-3-azabicyclo[3.1.0]hexane-3-carboxylate